ClC1=CC=C(C=C1)C1(CC(C1)C(=NO)N)F 3-(4-chlorophenyl)-3-fluoro-N'-hydroxy-cyclobutanecarboxamidine